5-(morpholine-4-carbonyl)-2-(2-cyano-[1,1'-biphenyl]-3-yl)isoindole-1,3-dione N1(CCOCC1)C(=O)C=1C=C2C(N(C(C2=CC1)=O)C=1C(=C(C=CC1)C1=CC=CC=C1)C#N)=O